C(C)(C)(C)OC(=O)N[C@@H](C(C)C)C(=O)O[C@@]1(C(OCC=2C(N3CC=4C(=NC=5C=C(C(=C6C5C4[C@H](CC6)NC(C)=O)C)F)C3=CC21)=O)=O)CC (1S,9S)-1-Acetamido-9-ethyl-5-fluoro-4-methyl-10,13-dioxo-2,3,9,10,13,15-hexahydro-1H,12H-benzo[de]pyrano[3',4':6,7]indolizino[1,2-b]quinolin-9-yl N-(tert-butoxycarbonyl)-L-valinate